[K].CC1=C(C(C#N)CC(C)=O)C=CC=C1 2-methyl-alpha-cyanobenzylacetone potassium